C(\C=C\C=CC=CCC)=O trans-2,4-nonenedienal